C1=CC=C2N=C3C=CC=CC3=CN21 pyrrolo[2,1-b]quinazolin